3-(quinoxalin-2-yl)-3-(5-(3-(5,6,7,8-tetrahydro-1,8-naphthyridin-2-yl)propyl)-1H-indazol-1-yl)propionic acid N1=C(C=NC2=CC=CC=C12)C(CC(=O)O)N1N=CC2=CC(=CC=C12)CCCC1=NC=2NCCCC2C=C1